(1S,5R,6S)-2,2,6-trimethyl-9-methylene-6-vinylbicyclo[3.3.1]nonane CC1([C@@H]2CC[C@]([C@H](CC1)C2=C)(C=C)C)C